(S)-N-(2-fluoro-5-(4-(trifluoromethyl)phenoxy)phenyl)-3-methyl-2-oxoimidazolidine-4-carboxamide FC1=C(C=C(C=C1)OC1=CC=C(C=C1)C(F)(F)F)NC(=O)[C@H]1N(C(NC1)=O)C